methyl 3-fluoro-4-formylbenzoate FC=1C=C(C(=O)OC)C=CC1C=O